7-(trifluoromethyl)-1H-imidazo[1,2-a]pyrimidin-5-one FC(C=1N=C2N(C(C1)=O)C=CN2)(F)F